(2S)-N-((S)-1-cyano-2-((S)-2-oxopyrrolidin-3-yl)ethyl)-5-fluoro-6,6-dimethyl-3-azabicyclo[3.1.0]hexane-2-carboxamide C(#N)[C@H](C[C@H]1C(NCC1)=O)NC(=O)[C@@H]1C2C(C2(CN1)F)(C)C